NC1=NC=NN2C1=CC=C2C=O 4-aminopyrrolo[2,1-f][1,2,4]triazine-7-formaldehyde